2-(piperazin-1-yl)ethane-1-amine N1(CCNCC1)CCN